methacryloyl-oxyethyltrimethylammonium C(C(=C)C)(=O)OCC[N+](C)(C)C